1-(1-(2-(2-(Benzoyloxy)phenyl)acetoxy)ethyl)-5-(4-(hexyloxy)-1,2,5-thiadiazol-3-yl)-1-methyl-1,2,3,6-tetrahydropyridin-1-ium iodide [I-].C(C1=CC=CC=C1)(=O)OC1=C(C=CC=C1)CC(=O)OC(C)[N+]1(CCC=C(C1)C1=NSN=C1OCCCCCC)C